N-[(1R,3S)-3-{[6-chloro-2-(trifluoromethyl)quinolin-4-yl]amino}cyclohexyl]-1-propyl-1H-pyrazole-5-carboxamide ClC=1C=C2C(=CC(=NC2=CC1)C(F)(F)F)N[C@@H]1C[C@@H](CCC1)NC(=O)C1=CC=NN1CCC